6-(7-Chloro-1-methyl-benzimidazol-4-yl)-5-(methylamino)-3-(4-morpholinoanilino)pyrazine ClC1=CC=C(C2=C1N(C=N2)C)C2=C(N=C(C=N2)NC2=CC=C(C=C2)N2CCOCC2)NC